O=C1NC(CCC1N1C(N(C2=NC(=NC=C12)N1CCC(CC1)(O)CC(=O)O)C)=O)=O 2-[1-[7-(2,6-dioxo-3-piperidinyl)-9-methyl-8-oxo-purin-2-yl]-4-hydroxy-4-piperidinyl]acetic acid